2-(2-amino-6-(4-methylpiperazin-1-yl)-9H-purin-9-yl)-N-(1-ethyl-3-methyl-1H-pyrazol-5-yl)acetamide NC1=NC(=C2N=CN(C2=N1)CC(=O)NC1=CC(=NN1CC)C)N1CCN(CC1)C